(3S,4r,5R)-1-(2,6-difluoro-4-(piperidin-1-yl)phenethyl)piperidine FC1=C(CCN2CCCCC2)C(=CC(=C1)N1CCCCC1)F